3-(1-(2-Amino-5-bromophenyl)-1H-indol-2-yl)-1-methylpyrrolidine-2,5-dione NC1=C(C=C(C=C1)Br)N1C(=CC2=CC=CC=C12)C1C(N(C(C1)=O)C)=O